C(C)(C)(C)OC(=O)N1CC2=C(CC1)N=C(S2)C(=O)NC2=C(C(=CC=C2)Br)C#N 2-{[(3-bromo-2-cyanophenyl)amino]carbonyl}-6,7-dihydro[1,3]thiazolo[5,4-c]pyridine-5(4H)-carboxylic acid tert-butyl ester